DIETHYLENE GLYCOL BUTYL METHYL ETHER COCCOCCOCCCC